ClC=1C=CC2=C(C1)C1(CCN(CC1)CCOC1=CC3=C(N(C=N3)C3CC(C3)(C)O)C(=C1)C(F)(F)F)OC(N2)=O 6-chloro-1'-{2-[1-(3-hydroxy-3-methylcyclobutyl)-7-(trifluoromethyl)-1H-1,3-benzimidazol-5-yloxy]ethyl}-1H-spiro[3,1-benzoxazine-4,4'-piperidin]-2-one